3''-chloro-4''-((3-fluoro-5-chloropyridine-2-yl)methoxy)-3-(2-hydroxypropane-2-yl)-5',6''-dimethyl-2H,2''H-[1,2':4',1''-terpyridine] ClC=1CN(C(=CC1OCC1=NC=C(C=C1F)Cl)C)C1=CC(=NC=C1C)N1CC(=CC=C1)C(C)(C)O